8-bromobenzimidazolo[2,1-b][1,3]benzothiazin-12-one BrC1=CC2=C(C=C1)N1C(SC3=C(C1=O)C=CC=C3)=N2